N,N,N',N'-tetraphenyl[1,1':4',1'':4'',1'''-quaterphenyl]-4,4'''-diamine C1(=CC=CC=C1)N(C1=CC=C(C=C1)C1=CC=C(C=C1)C1=CC=C(C=C1)C1=CC=C(C=C1)N(C1=CC=CC=C1)C1=CC=CC=C1)C1=CC=CC=C1